BrC1=CC=C(C=C1)C(C)N=C=O 1-(4-Bromophenyl)ethylisocyanat